C(C)(C)(C)NS(=O)(=O)C=1C=C(C=CC1)NC1=NC(=NC=C1C)NC1=CC=C(OCCN2CCN(CC2)C(=O)OC(C)(C)C)C=C1 tert-butyl 4-(2-(4-((4-((3-(N-(tert-butyl)sulfamoyl)phenyl)amino)-5-methylpyrimidin-2-yl)amino)phenoxy)ethyl)piperazine-1-carboxylate